C(CCCCC(=O)OCCN(CC)CC)(=O)OCCN(CC)CC bis-(N,N-diethylamino-ethyl) adipate